{3-(4-fluorophenyl)-4-[6-(5-methoxypyridin-2-yl)furo[2,3-d]pyrimidin-4-yl]-1H-pyrazol-1-yl}-2-methylpropan-2-ol FC1=CC=C(C=C1)C1=NN(C=C1C=1C2=C(N=CN1)OC(=C2)C2=NC=C(C=C2)OC)CC(C)(O)C